2,3-dimercaptosuccinic acid sodium salt [Na+].SC(C(=O)[O-])C(C(=O)[O-])S.[Na+]